CC1=CC=C(C=C1)S(=O)(=O)OC1=C(C(=CC(=C1)Br)I)N (2-amino-5-bromo-3-iodo-phenyl) 4-methylbenzenesulfonate